FC=1C=C(C(=NC1)C)[C@@H]1N(CCC1)C1=NC=2N(C=C1)N=CC2C(=O)N[C@H]2[C@@H](CCC2)O 5-((R)-2-(5-fluoro-2-methylpyridin-3-yl)pyrrolidin-1-yl)-N-((1R,2R)-2-hydroxycyclopentyl)pyrazolo[1,5-a]pyrimidine-3-carboxamide